8-[1-[[6-chloro-2-(1-hydroxy-2,3,1-benzoxazaborinin-6-yl)-3-pyridyl]amino]ethyl]-2-(4,4-difluoro-1-piperidyl)-6-fluoro-3-methyl-chromen-4-one ClC1=CC=C(C(=N1)C=1C=CC2=C(C=NOB2O)C1)NC(C)C=1C=C(C=C2C(C(=C(OC12)N1CCC(CC1)(F)F)C)=O)F